Ethyl (S)-3-((tert-butoxycarbonyl)amino)-3-(2'-chloro-4,4',5,6'-tetrafluoro-[1,1'-biphenyl]-3-yl)propanoate C(C)(C)(C)OC(=O)N[C@@H](CC(=O)OCC)C=1C=C(C=C(C1F)F)C1=C(C=C(C=C1F)F)Cl